(R)-3'-((2-bromoethoxy)methyl)-6'-hydroxy-2',4',6'-trimethylspiro[cyclopropane-1,5'-inden]-7'(6'H)-one BrCCOCC1=C(C=C2C([C@](C3(C(=C12)C)CC3)(C)O)=O)C